5-(3-Methoxyphenyl)-2-methyl-N-(3-(2-(4-methylpiperazin-1-yl)propyl)-1,2,4-thiadiazol-5-yl)thiophene-3-carboxamide COC=1C=C(C=CC1)C1=CC(=C(S1)C)C(=O)NC1=NC(=NS1)CC(C)N1CCN(CC1)C